C[C@H]1N(C(OC1)=O)C1=CC=C2C=NC(=NC2=C1)NC=1C=NN(C1C)C1CCOCC1 (4R)-4-methyl-3-(2-{[5-methyl-1-(oxan-4-yl)-1H-pyrazol-4-yl]amino}quinazolin-7-yl)-1,3-oxazolidin-2-one